OCC(CN(C(=O)C=1NN=C2C1CN([C@@H](C2)C)C(=O)OC(C)(C)C)C)=C (R)-tert-Butyl 3-((2-(hydroxymethyl)allyl)(methyl)carbamoyl)-6-methyl-6,7-dihydro-2H-pyrazolo[4,3-c]pyridine-5(4H)-carboxylate